2-[(4-methoxybenzyl)amino]-4-methylnicotinic acid tert-butyl ester C(C)(C)(C)OC(C1=C(N=CC=C1C)NCC1=CC=C(C=C1)OC)=O